CN1S(C=2N(C(C1)C(=O)O)C(C(=C(C2C2=CC(=CC=C2)C(F)(F)F)CC2=CC=CC1=CC=CC=C21)CCC)=O)(=O)=O 2-methyl-8-(naphthalen-1-ylmethyl)-6-oxo-7-propyl-9-(3-(trifluoromethyl)phenyl)-3,4-dihydro-2H,6H-pyrido[1,2-e][1,2,5]thiadiazine-4-carboxylic acid 1,1-dioxide